(RS)-2-Ethylhexyl 3-((2-(((3R,4R)-4-allyltetrahydrofuran-3-yl)oxy)-3-fluoro-4-methylphenyl)sulfonyl)propanoate C(C=C)[C@H]1[C@H](COC1)OC1=C(C=CC(=C1F)C)S(=O)(=O)CCC(=O)OC[C@@H](CCCC)CC |&1:26|